di(4-chlorobenzyl) oxalate C(C(=O)OCC1=CC=C(C=C1)Cl)(=O)OCC1=CC=C(C=C1)Cl